[K+].C1=CC2=C3C(=CC=C4C5=CC=C(C=6C(=CC=C(C1=C34)C56)C(=O)[O-])C(=O)[O-])C(=O)OC2=O.[K+] 3,4,9,10-perylenetetracarboxylic-3,4-anhydride potassium salt